5-[[3-chloro-5-[4-[(2,6-difluorophenyl)methyl]-5-oxo-1,2,4-triazol-1-yl]-2-pyridinyl]oxy]-4-methyl-thiazole-2-carbonitrile ClC=1C(=NC=C(C1)N1N=CN(C1=O)CC1=C(C=CC=C1F)F)OC1=C(N=C(S1)C#N)C